C(C)(C)(C)OC(=O)N1CCN(CC1)C1=NC=2N(C=C1)N=CC2C=2C(=NC=CC2)OC 4-(3-(2-methoxypyridin-3-yl)pyrazolo[1,5-a]pyrimidin-5-yl)piperazine-1-carboxylic acid tert-butyl ester